2-((4-chlorophenyl)sulfonyl)acetic acid ClC1=CC=C(C=C1)S(=O)(=O)CC(=O)O